C(C)(C)(C)OC(=O)N1CC(CC1)N1N=C(C=2C1=NC=NC2N)C=2SC1=C(C2)C=C(C=C1OC)C 3-(4-amino-3-(7-methoxy-5-methylbenzothiophen-2-yl)-1H-pyrazolo[3,4-d]pyrimidin-1-yl)pyrrolidine-1-carboxylic acid tert-butyl ester